N1=C(C=CC=C1)COC=1C=C(C=CC1)C1=CC=2C(=NC=CC2C=2C=C3C(=NNC3=CC2)N)N1 5-(2-(3-(pyridin-2-ylmethoxy)phenyl)-1H-pyrrolo[2,3-b]pyridin-4-yl)-1H-indazol-3-amine